ethyl (3-methyldodec-4-en-1-yl) oxalate C(C(=O)OCCC(C=CCCCCCCC)C)(=O)OCC